C1(CC(CC1)CCCCO)CCCCO 3-cyclopentanedibutanol